CC1(C=[NH+]C2=CC=C(C=C12)S(=O)(=O)[O-])C 3,3-dimethyl-3H-indolium-5-sulfonate